C(C)N1C2=CC=C(C=C2C=2C=CC=CC12)C(C1=C(C(=C(C=C1)C1OCCC1)OC)C)=O 9-ethyl-6-(2-methyl-4-tetrahydrofuranyl-methoxybenzoyl)-9H-carbazole